N-(4-(5-(difluoromethyl)-1,3,4-oxadiazol-2-yl)-2-fluorobenzyl)-N-(4-fluorophenyl)-6-isopropyl-2,6-diazaspiro[3.3]heptane-2-thioamide FC(C1=NN=C(O1)C1=CC(=C(CN(C(=S)N2CC3(C2)CN(C3)C(C)C)C3=CC=C(C=C3)F)C=C1)F)F